2-isopropylthiazolidine C(C)(C)C1SCCN1